OCOS(=O)(=O)C=1C(=CC=CC1)C(=O)C(O)C1=CC=CC=C1.ClC1=NC=2N(C(=C1)N1C[C@H](CC1)CC(=O)N)N=C(C2C2=CC=C(C=C2)Cl)C2=C(C=CC=C2)Cl 2-[(3R)-1-[5-chloro-2-(2-chlorophenyl)-3-(4-chlorophenyl)pyrazolo[1,5-a]pyrimidin-7-yl]pyrrolidin-3-yl]acetamide hydroxymethylbenzoinsulfonate